3-(4-ethynyl-2-fluoro-phenoxy)azetidine hydrochloride Cl.C(#C)C1=CC(=C(OC2CNC2)C=C1)F